N1C=NC(=C1)CN1N=C(C2=C(C=CC=C12)C1=C(C=C(C=C1)C=1CCCCC1)OC)N ((1H-imidazol-4-yl)methyl)-4-(3-methoxy-2',3',4',5'-tetrahydro-[1,1'-biphenyl]-4-yl)-1H-indazol-3-amine